3,5-di-t-butyl-4-hydroxyphenyl-propionic acid C(C)(C)(C)C=1C=C(C=C(C1O)C(C)(C)C)C(C(=O)O)C